NC1=C(C(=C(C(=O)OC(C)(C)C)C=C1)F)NC[C@H]1OCC1 tert-butyl (S)-4-amino-2-fluoro-3-((oxetan-2-ylmethyl)amino)benzoate